(2s,5r)-7-oxo-2-(trifluoromethyl)-1,6-diazabicyclo[3.2.1]oct-6-yl bisulfate S(ON1[C@@H]2CC[C@H](N(C1=O)C2)C(F)(F)F)(O)(=O)=O